C(C)(C)(C)OC(N(C1=CC=C(C=C1)\C=C\C1=CC(=C(C=C1)[N+](=O)[O-])OCCF)C(C)CC)=O.CC=1C=C(C=CC1)C1OC1 (3-methylphenyl)oxirane tert-Butyl-(E)-sec-Butyl(4-(3-(2-fluoroethoxy)-4-nitrostyryl)-phenyl)carbamate